FC1(CCC(CC1)NC(=O)C=1C(N(C2=NC=C(C=C2C1)C1=CC=C(C=C1)OC)CCN1CCOCC1)=O)F N-(4,4-difluorocyclohexyl)-6-(4-methoxyphenyl)-1-(2-morpholinylethyl)-2-oxo-1,2-dihydro-1,8-naphthyridine-3-carboxamide